C1(CCCC1)S(=O)(=O)C=1C=C(C=CC1)NC(C1=C(N=C(C=C1)NC[C@H](C)O)N1CCC2(CC2)CC1)=O (S)-N-(3-(cyclopentylsulfonyl)phenyl)-6-((2-hydroxypropyl)amino)-2-(6-azaspiro[2.5]oct-6-yl)nicotinamide